N(=[N+]=[N-])C1=C(C(=C(C(=O)ON2C(CCC2=O)=O)C(=C1F)F)F)F 4-azido-2,3,5,6-tetrafluorobenzoic acid, succinimidyl ester